3-(4-(dimethylamino)phenyl)-3-oxopropanoic acid ethyl ester C(C)OC(CC(=O)C1=CC=C(C=C1)N(C)C)=O